N1CCS(CC1)=O thioMorpholine-S-oxide